O=C1N(CCC(N1)=O)C1=C(C=C(C=C1)C1CC2(CN(C2)C(C)C=2C=NC(=NC2)C=2C(=NC(=NC2)C2=NOC(=C2)C(=O)N)C)C1)F 3-(5-(1-(6-(4-(2,4-dioxotetrahydropyrimidin-1(2H)-yl)-3-fluorophenyl)-2-azaspiro[3.3]heptan-2-yl)ethyl)-4'-methyl-[2,5'-bipyrimidin]-2'-yl)isoxazole-5-carboxamide